(3S)-5-(6-benzyloxy-3-fluoro-2-pyridyl)-6-chloro-3-methyl-7-(trifluoromethyl)-1,3-dihydro-1,4-benzodiazepine-2-thione C(C1=CC=CC=C1)OC1=CC=C(C(=N1)C1=N[C@H](C(NC2=C1C(=C(C=C2)C(F)(F)F)Cl)=S)C)F